2-chloro-3-cyano-N-(3-(isoxazol-4-yl)-1H-indazol-5-yl)benzamide ClC1=C(C(=O)NC=2C=C3C(=NNC3=CC2)C=2C=NOC2)C=CC=C1C#N